(2R)-2-((4,4,8-trimethyltricyclo[6.3.1.02,5]dodecan-1-yl)oxy)propan-1-ol CC1(CC2C3(CCCC(CCC12)(C3)C)O[C@@H](CO)C)C